1-methyl-3-(4-vinylbenzyl)pyrrole chloride [Cl-].CN1C=C(C=C1)CC1=CC=C(C=C1)C=C